F[C@H]1CN(CC[C@@H]1C1=CC=CC=2NC(N(C21)C)=O)C(=O)OC(C)(C)C tert-butyl (3R,4R)-3-fluoro-4-(3-methyl-2-oxo-1H-benzimidazol-4-yl)piperidine-1-carboxylate